(±)-(E)-7-methyl-3-((((S)-4-methyl-5-oxo-2,5-dihydrofuran-2-yl)oxy)methylene)-3,3a,4,8b-tetrahydro-2H-indeno[1,2-b]furan-2-one CC1=CC=C2CC\3C(OC(/C3=C/O[C@H]3OC(C(=C3)C)=O)=O)C2=C1